(R,S)-4-(((4-Oxochroman-7-yl)oxy)(2-phenylpyridin-4-yl)methyl)benzamide O=C1CCOC2=CC(=CC=C12)O[C@H](C1=CC=C(C(=O)N)C=C1)C1=CC(=NC=C1)C1=CC=CC=C1